4-(7-ethyl-2,7-diazaspiro[3.5]nonan-2-yl)-2-nitroaniline C(C)N1CCC2(CN(C2)C2=CC(=C(N)C=C2)[N+](=O)[O-])CC1